N1(CNCC1)C(C(=O)N1CNCC1)=O imidazolidinyl diketone